N1[C@@H](CC1)C(C)O ((S)-Azetidin-2-yl)ethan-1-ol